C(CCC)C(=C)C(=CC)CCCC 2,3-dibutyl-1,3-pentadiene